ClC1=C(C=CC(=C1)OC1=CC=C(C=C1)Cl)CCN1N=CN=C1 (2-chloro-4-(4-chlorophenyloxy)phenyl)-2-(1H-1,2,4-triazole-1-yl)ethane